2-isopropyl-5-(phenylsulfanyl)benzene-1,3-diol C(C)(C)C1=C(C=C(C=C1O)SC1=CC=CC=C1)O